4-[5-(4-chlorophenyl)-1,3,4-oxadiazol-2-yl]piperidine-hydrobromide Br.ClC1=CC=C(C=C1)C1=NN=C(O1)C1CCNCC1